C(C)(C)(C)C1=CC=C(CN2C(C(CC3=CC=CC=C23)C)=O)C=C1 1-(4-(tert-butyl)benzyl)-3-methyl-3,4-dihydroquinolin-2(1H)-one